FC=1C(=NC=C(C1)F)CNC(=O)C1=NC(=NO1)N1CCC(CC1)N1C[C@@H](CCC1)C N-[(3,5-difluoropyridin-2-yl)methyl]-3-[(3R)-3-methyl-[1,4'-bipiperidin]-1'-yl]-1,2,4-oxadiazol-5-carboxamide